Benzyl (S)-4-(6-(((S)-1-(tert-butoxycarbonyl)pyrrolidin-3-yl)oxy)-4'-fluoro-[1,1'-biphenyl]-3-carbonyl)-3-ethylpiperazine-1-carboxylate C(C)(C)(C)OC(=O)N1C[C@H](CC1)OC1=CC=C(C=C1C1=CC=C(C=C1)F)C(=O)N1[C@H](CN(CC1)C(=O)OCC1=CC=CC=C1)CC